3-(N-hydroxyureido)benzoic acid ON(C(=O)N)C=1C=C(C(=O)O)C=CC1